1-(4-[1-pyrrolidinyl]-2-butynyl)-2-pyrrolidone fumarate C(\C=C\C(=O)O)(=O)O.N1(CCCC1)CC#CCN1C(CCC1)=O